(3aR,6S,6aR)-4-Methoxy-2,2-dimethyl-3a,4,6,6a-tetrahydro-furo[3,4-d][1,3]dioxole-6-carbaldehyde COC1O[C@@H]([C@H]2OC(O[C@H]21)(C)C)C=O